2-(2-chloro-4-(2-((1-(cyclopropylmethyl)-4-fluoro-1H-benzo[d]imidazol-2-yl)amino)-2-oxoethyl)phenoxy)nicotinamide ClC1=C(OC2=C(C(=O)N)C=CC=N2)C=CC(=C1)CC(=O)NC1=NC2=C(N1CC1CC1)C=CC=C2F